OC=1C=C(C=CC1O)[C@H]1OC2=C(C[C@H]1OC(C1=CC(=C(C(=C1)O)O)O)=O)C(=CC(=C2)O)O [(2R,3R)-2-(3,4-dihydroxyphenyl)-5,7-dihydroxy-3,4-dihydro-2H-benzopyran-3-yl]3,4,5-trihydroxybenzoate